2-(4-cyclopropyl-2-methoxypyridin-3-yl)-9-([4-[5-methyl-3-(trifluoromethyl)pyrazol-1-yl]phenyl]methyl)-7H-purin-8-one C1(CC1)C1=C(C(=NC=C1)OC)C1=NC=C2NC(N(C2=N1)CC1=CC=C(C=C1)N1N=C(C=C1C)C(F)(F)F)=O